Methyl 2-nitro-5-fluorobenzoate [N+](=O)([O-])C1=C(C(=O)OC)C=C(C=C1)F